9-(4-Chloro-5-(4-phenoxyphenyl)-7H-pyrrolo[2,3-d]pyrimidin-7-yl)-3-azaspiro[5.5]undecane-3-carboxylic acid phenylmethyl ester C1(=CC=CC=C1)COC(=O)N1CCC2(CC1)CCC(CC2)N2C=C(C1=C2N=CN=C1Cl)C1=CC=C(C=C1)OC1=CC=CC=C1